C(C1=CC(=CC(=C1O)C(C1=CC=CC=C1)C)C)C1=CC(=CC(=C1O)C(C1=CC=CC=C1)C)C 2,2'-methylenebis(6-α-methylbenzyl-p-cresol)